2-phenyl-1-(pyridin-2-yl)-1H-imidazole-4-carboxylic acid C1(=CC=CC=C1)C=1N(C=C(N1)C(=O)O)C1=NC=CC=C1